4-(pyrazin-2-yl)benzamide N1=C(C=NC=C1)C1=CC=C(C(=O)N)C=C1